N1C=NC(=C1)COCC1=CC=2N(C=C1)C(=CN2)C(=O)NC2=C(C=CC(=C2)C2=NOC(=N2)C[C@@H](C(F)F)O[Si](C2=CC=CC=C2)(C2=CC=CC=C2)C(C)(C)C)C (S)-7-(((1H-imidazol-4-yl)methoxy)methyl)-N-(5-(5-(2-((tert-butyldiphenylsilyl)oxy)-3,3-difluoropropyl)-1,2,4-oxadiazol-3-yl)-2-methylphenyl)imidazo[1,2-a]pyridine-3-carboxamide